BrC1=CC(=C(C(=O)NC2=NC(=NC(=C2)C#N)Cl)C=C1)F 4-bromo-N-(2-chloro-6-cyanopyrimidin-4-yl)-2-fluorobenzamide